N-(1-(3-chlorophenyl)-2-hydroxyethyl)-1-(5-methyl-2-((tetrahydro-2H-pyran-4-yl)amino)pyrimidin-4-yl)1H-imidazole-4-amide ClC=1C=C(C=CC1)C(CO)NC(=O)C=1N=CN(C1)C1=NC(=NC=C1C)NC1CCOCC1